4-bromo-5-chloro-N-(5-chloro-6-(2H-1,2,3-triazol-2-yl)pyridin-3-yl)-2-fluorobenzamide BrC1=CC(=C(C(=O)NC=2C=NC(=C(C2)Cl)N2N=CC=N2)C=C1Cl)F